bis-octoxyphenol C(CCCCCCC)OC=1C(=C(C=CC1)O)OCCCCCCCC